methyl (S)-2-((S)-1-(3,4-difluorophenyl)propan-2-yl)-7-methyl-3-(2-azaspiro[3.5]nonan-7-yl)-3,7,8,9-tetrahydro-6H-imidazo[4,5-f]quinoline-6-carboxylate FC=1C=C(C=CC1F)C[C@H](C)C=1N(C=2C(=C3CC[C@@H](N(C3=CC2)C(=O)OC)C)N1)C1CCC2(CNC2)CC1